(S)-5-chloro-2-fluoro-4-(1-phenylpropylamino)-N-(thiazol-4-yl)benzenesulfonamide tert-Butyl-(R)-4-(bis(4-fluorophenyl)methyl)-3-methylpiperazine-1-carboxylate C(C)(C)(C)OC(=O)N1C[C@H](N(CC1)C(C1=CC=C(C=C1)F)C1=CC=C(C=C1)F)C.ClC=1C(=CC(=C(C1)S(=O)(=O)NC=1N=CSC1)F)N[C@@H](CC)C1=CC=CC=C1